3-((6-(3-(tert-butoxy)-2-hydroxy-3-oxopropoxy)imidazo[1,2-a]Pyridin-2-yl)methyl)azetidine-1-carboxylic acid tert-butyl ester C(C)(C)(C)OC(=O)N1CC(C1)CC=1N=C2N(C=C(C=C2)OCC(C(=O)OC(C)(C)C)O)C1